methyl-1-phenyl-2(1H)pyridone CC=1C(N(C=CC1)C1=CC=CC=C1)=O